(2,4-di-tert-butylphenyl-4,4-biphenyl) bisphosphate P(=O)(O)(O)O.P(=O)(O)(O)O.C(C)(C)(C)C1=C(C=CC(=C1)C(C)(C)C)C1=CC=C(C=C1)C1=CC=CC=C1